ClC=1C=C(C=CC1)C=1C=C(C(=NC1)I)O 5-(3-Chlorophenyl)-3-hydroxy-2-iodopyridine